tris[2-(2-pyridyl)imidazole] gallium (III) [Ga+3].N1=C(C=CC=C1)C=1NC=CN1.N1=C(C=CC=C1)C=1NC=CN1.N1=C(C=CC=C1)C=1NC=CN1